trans-3-chloro-1,2,3-trifluoropropene ClC(C(=CF)F)F